CS(=O)(=O)[O-] (S)-methylsulfonate